ClC1=CC=C(C=C1)C1=NN(CC1C1=CC=CC=C1)C(=NS(=O)(=O)C1=CC=C(C=C1)C(F)(F)F)NC[C@H](C)S(N)(=O)=O 3-(4-chlorophenyl)-4-phenyl-N-((S)-2-sulfamoylpropyl)-N'-((4-(trifluoromethyl)phenyl)sulfonyl)-4,5-dihydro-1H-pyrazole-1-carboxamidine